1-(β,γ-epoxypropoxy)-2-benzyloxyethane C(C1CO1)OCCOCC1=CC=CC=C1